Cl.CC=1C=CC(=C(C(=O)O)C1)C(F)(F)F 5-methyl-2-(trifluoromethyl)benzoic acid hydrochloride